Tert-butyl 3-((5-(2-(cyclopropanecarboxamido)pyrazolo[1,5-a]pyridin-5-yl)-1-methyl-1H-pyrazol-4-yl)oxy)azetidine-1-carboxylate C1(CC1)C(=O)NC1=NN2C(C=C(C=C2)C2=C(C=NN2C)OC2CN(C2)C(=O)OC(C)(C)C)=C1